(5-(4,7-difluoro-6-methyl-1H-benzo[d]imidazol-2-yl)-1H-pyrrol-3-yl)(2-(trifluoromethyl)phenyl)methanone FC1=CC(=C(C=2NC(=NC21)C2=CC(=CN2)C(=O)C2=C(C=CC=C2)C(F)(F)F)F)C